(1-bromo-3-phenylpropan-2-yl)-3-fluoroisonicotinamide BrCC(CC1=CC=CC=C1)C=1C(=C(C(=O)N)C=CN1)F